BrC=1C=CC(N(N1)C1CCC(CC1)(F)F)=O 6-bromo-2-(4,4-difluorocyclohexyl)pyridazin-3(2H)-one